FC1(CCC(CC1)NC(C(C1=NC=CN=C1)(C)N(C(=O)[C@@H]1NC[C@@H](C1)OC)C1=CC=C(C=C1)S(F)(F)(F)(F)F)=O)F (2R,4R)-N-[2-[(4,4-difluorocyclohexyl)amino]-1-methyl-2-oxo-1-pyrazin-2-yl-ethyl]-4-methoxy-N-[4-(pentafluoro-λ6-sulfanyl)phenyl]pyrrolidine-2-carboxamide